C(C)C(CC)NC=1C=C(C=2N(N1)C(=NN2)C(C)C)NCC=2N=NC=CC2 N6-(1-ethylpropyl)-3-isopropyl-N8-(pyridazin-3-ylmethyl)-[1,2,4]triazolo[4,3-b]pyridazine-6,8-diamine